5-(3,5-Dibromophenyl)-3-(3,4,5-trihydroxyphenyl)-1H-pyrazole BrC=1C=C(C=C(C1)Br)C1=CC(=NN1)C1=CC(=C(C(=C1)O)O)O